BrC1=C(C=C(CO)C=C1OC)OC 4-bromo-3,5-dimethoxybenzyl alcohol